C(CCC(=O)O)(=O)SCCNC(CCNC([C@@H](C(COP(OP(OC[C@@H]1[C@H]([C@H]([C@@H](O1)N1C=NC=2C(N)=NC=NC12)O)OP(=O)(O)O)(=O)O)(=O)O)(C)C)O)=O)=O (succinyl)-CoA